SC=1C=C(C=CC1)S(=O)(=O)N(C)C 3-Mercapto-N,N-dimethylbenzenesulfonamide